ClC1=CC2=C(N(C(N2C2CCN(CC2)C)=O)CC2=C(C=C(C=C2)C=2OC(=NN2)C(F)F)F)C=C1 5-chloro-1-(4-(5-(difluoromethyl)-1,3,4-oxadiazol-2-yl)-2-fluorobenzyl)-3-(1-methylpiperidin-4-yl)-1,3-dihydro-2H-benzo[d]imidazol-2-one